tert-butyl N-[2-[12,12,13,13-tetradeuterio-10-oxo-6-(2,2,2-trifluoroethoxy)-1,5,11-triazatricyclo[7.4.0.02,7]trideca-2,4,6,8-tetraen-11-yl]ethyl]carbamate [2H]C1(N(C(C2=CC3=C(N=CC=C3N2C1([2H])[2H])OCC(F)(F)F)=O)CCNC(OC(C)(C)C)=O)[2H]